CC1=CC[C@@H]2[C@@]([C@H]1COP(=O)([O-])[O-])(CCCC2(C)C)C The molecule is dianion of drimenol phosphate; major species at pH 7.3. It is an organophosphate oxoanion, a member of octahydronaphthalenes and a sesquiterpenoid. It derives from a drimenol.